(5-(2-fluoro-4-isopropoxyphenyl)-1,2,4-oxadiazol-3-yl)-2,3-dihydroindole-5-carbaldehyde FC1=C(C=CC(=C1)OC(C)C)C1=NC(=NO1)C1NC2=CC=C(C=C2C1)C=O